CC(CC(C(=O)OCC)N1C(C=C(C(=C1)CC=O)C(F)(F)F)=O)C ethyl 4-methyl-2-(2-oxo-5-(2-oxoethyl)-4-(trifluoromethyl)pyridin-1(2H)-yl)pentanoate